propylene sulfide C1C(C)S1